Phenyl Nitropalmitate [N+](=O)([O-])C(C(=O)OC1=CC=CC=C1)CCCCCCCCCCCCCC